2-(6-Chloro-benzothiazol-2-ylamino)-1-methyl-1H-benzoimidazole-5-carboxylic acid [(R)-1-(2-dimethylamino-acetyl)-pyrrolidin-3-yl]-amide CN(CC(=O)N1C[C@@H](CC1)NC(=O)C1=CC2=C(N(C(=N2)NC=2SC3=C(N2)C=CC(=C3)Cl)C)C=C1)C